BrC1=C2CN(C(C2=CC=C1)=O)CC1=CC=C(C=C1)OC 4-bromo-2-(4-methoxy-benzyl)isoindolin-1-one